2-Ethyl-6,6-dimethyl-3a,6,7,12b-tetrahydro-1H,5H-pyrazolo[1,2-a]pyrrolo[3,4-c]cinnoline-1,3,5(2H)-trione C(C)N1C(C2N3N(C=4C=CC=CC4C2C1=O)CC(C3=O)(C)C)=O